CN1C2=C(C3C(C(C1=O)NC(OC(C)(C)C)=O)C3)C=CC=C2 tert-butyl (trans-4-methyl-3-oxo-1,1a,2,3,4,8b-hexahydrobenzo[b]cyclopropa[d]azepin-2-yl)carbamate